[Li].C(C)OC(C(C(=O)O)(C)C)=O 3-ethoxy-2,2-dimethyl-3-oxo-propionic acid lithium